4-(5-fluoro-3-pyridyl)-3,5,12-triazatricyclo[7.2.1.02,7]dodeca-2(7),3,5-trien-6-amine hydrochloride Cl.FC=1C=C(C=NC1)C1=NC=2C3CCC(CC2C(=N1)N)N3